phenylprop-2-enenitrile C1(=CC=CC=C1)C(C#N)=C